7-chloro-3-(2,6-dichloro-3,5-dimethoxyphenyl)-N-(1-methylpyrrolidin-3-yl)-2,6-naphthyridine-1-amine ClC1=NC=C2C=C(N=C(C2=C1)NC1CN(CC1)C)C1=C(C(=CC(=C1Cl)OC)OC)Cl